7-methyl-adenine CN1C=NC2=NC=NC(=C12)N